C(C)(C)(C)N(C(O)=O)[C@@H]1CN(CC1)C(=O)C=1SC(=CC1C)C1=CC=C(C=C1)C=O.C(C#C)OCCOCC#C 3-[2-(prop-2-yn-1-yloxy)ethoxy]prop-1-yne tert-butyl-(S)-(1-(5-(4-formylphenyl)-3-methylthiophene-2-carbonyl)pyrrolidin-3-yl)carbamate